1,2-bis(4-bromophenyl)-1,2-bis(4-nitrophenyl)ethane BrC1=CC=C(C=C1)C(C(C1=CC=C(C=C1)[N+](=O)[O-])C1=CC=C(C=C1)Br)C1=CC=C(C=C1)[N+](=O)[O-]